1-[5-tert-butyl-2-p-tolyl-2H-pyrazol-3-yl]-3-[4-(2-(3,4-dimethoxyphenyl)ethoxy)naphthalen-1-yl]-urea C(C)(C)(C)C=1C=C(N(N1)C1=CC=C(C=C1)C)NC(=O)NC1=CC=C(C2=CC=CC=C12)OCCC1=CC(=C(C=C1)OC)OC